5-amino-1-(2-(6-(cyclopropylmethyl)-6H-thieno[2,3-b]pyrrol-5-yl)-7-methoxy-1-methyl-1H-benzo[d]imidazole-5-carbonyl)piperidine-2-carboxylic acid methyl ester COC(=O)C1N(CC(CC1)N)C(=O)C1=CC2=C(N(C(=N2)C2=CC3=C(N2CC2CC2)SC=C3)C)C(=C1)OC